tert-butyl [(2S)-6-(benzyloxy)-8-fluoro-4-methyl-7-(1,1,4-trioxo-1λ6,2,5-thiadiazolidin-2-yl)-1,2-dihydronaphthalen-2-yl]carbamate C(C1=CC=CC=C1)OC=1C=C2C(=C[C@H](CC2=C(C1N1S(NC(C1)=O)(=O)=O)F)NC(OC(C)(C)C)=O)C